12-Ethyl-1-tetradecene C(C)C(CCCCCCCCCC=C)CC